2,4-dimethyl-oxazole-5-carboxylic acid ethyl ester C(C)OC(=O)C1=C(N=C(O1)C)C